N-9-octadecenyl-pyridine C(CCCCCCCC=CCCCCCCCC)N1CC=CC=C1